CC1=C(C=CC=C1C1=NN=C(O1)C=1C=C(CNC(C)O)C=CC1)C1=CC=CC=C1 (3-(5-(2-Methyl-[1,1'-biphenyl]-3-yl)-1,3,4-oxadiazol-2-yl)benzyl)aminoethanol